propyl syringate C(C1=CC(OC)=C(O)C(OC)=C1)(=O)OCCC